(E)-6-(6-ethoxypyridin-3-yl)-N'-((4-(1-hydroxyethyl)pyridin-2-yl)methylene)pyrazine-2-carbohydrazide C(C)OC1=CC=C(C=N1)C1=CN=CC(=N1)C(=O)N/N=C/C1=NC=CC(=C1)C(C)O